Cl.ClC=1C=2N(C=C(N1)C=1C=NN(C1)CC1=CC=C(C=C1)OC)N=CC2 4-chloro-6-(1-(4-methoxybenzyl)-1H-pyrazol-4-yl)pyrazolo[1,5-a]pyrazine hydrochloride